tert-butyl N-[(3R)-1-(5-chloropyridazin-3-yl) pyrrolidin-3-yl]Carbamate ClC=1C=C(N=NC1)N1C[C@@H](CC1)NC(OC(C)(C)C)=O